4-[4-[4-[4-[[2-(2,4-Dichlorophenyl)-2-(1H-1,2,4-triazol-1-ylmethyl)-1,3-dioxolan-4-yl]methoxy]phenyl]-1-piperazinyl]phenyl]-2,4-dihydro-2-pentyl-3H-1,2,4-triazol-3-one ClC1=C(C=CC(=C1)Cl)C1(OCC(O1)COC1=CC=C(C=C1)N1CCN(CC1)C1=CC=C(C=C1)N1C(N(N=C1)CCCCC)=O)CN1N=CN=C1